N-(5-(2-(((3S,5S)-5-fluoropiperidin-3-yl)amino)-8-isopropylquinazolin-6-yl)-6-methylpyridin-2-yl)-1-phenylmethanesulfonamide F[C@H]1C[C@@H](CNC1)NC1=NC2=C(C=C(C=C2C=N1)C=1C=CC(=NC1C)NS(=O)(=O)CC1=CC=CC=C1)C(C)C